2,3-dihydro-1H-pyrrolo[2,3-b]pyridine-6-carboxylate N1CCC=2C1=NC(=CC2)C(=O)[O-]